(3S)-3-(1,1-difluoroethyl)-N-{2-fluoro-4-methyl-5-[2-(1-methylpyrazol-4-yl)-6-(morpholin-4-yl)pyridin-4-yl]phenyl}pyrrolidine-1-carboxamide FC(C)(F)[C@@H]1CN(CC1)C(=O)NC1=C(C=C(C(=C1)C1=CC(=NC(=C1)N1CCOCC1)C=1C=NN(C1)C)C)F